BrC1=CC=C(C=C1)S(=O)(=O)[C@H]1COCC1 (R)-3-((4-bromophenyl)sulfonyl)tetrahydrofuran